(5-(bis(4-methoxybenzyl)amino)-2-chloro-4-fluoro-3-methylphenyl)boronic acid COC1=CC=C(CN(C=2C(=C(C(=C(C2)B(O)O)Cl)C)F)CC2=CC=C(C=C2)OC)C=C1